tris[(norbornenyl-methylene)dichlorophosphine] tungsten hexachloride [W](Cl)(Cl)(Cl)(Cl)(Cl)Cl.C12(C=CC(CC1)C2)C=P(Cl)Cl.C21(C=CC(CC2)C1)C=P(Cl)Cl.C12(C=CC(CC1)C2)C=P(Cl)Cl